2,2,2-trifluoroacetic acid-1-(2,4-dimethylphenyl)-2-((3-methoxyphenyl)methylene) hydrazide CC1=C(C=CC(=C1)C)N(N=CC1=CC(=CC=C1)OC)C(C(F)(F)F)=O